benzyl {1-tert-butyl-3-[(1S,3R)-3-({[(2,5-dioxopyrrolidin-1-yl)oxy]carbonyl}oxy)cyclopentyl]-1H-pyrazol-5-yl}carbamate C(C)(C)(C)N1N=C(C=C1NC(OCC1=CC=CC=C1)=O)[C@@H]1C[C@@H](CC1)OC(=O)ON1C(CCC1=O)=O